C(C)OC(=O)C=1CCNCC1 3,6-dihydro-2H-pyridine-4-carboxylic acid ethyl ester